COC(=O)C1CCC(CC1)C(NC(C)C)=O (1s,4s)-4-(isopropylcarbamoyl)cyclohexane-1-carboxylic acid methyl ester